FC=1C(=C(C=CC1F)[C@@H]1[C@H](O[C@]([C@@H]1C)(C(F)(F)F)C)C(=O)NC1=CC(=NC=C1)C(=O)N)C (2S,3R,4R,5R)-4-[[3-(3,4-difluoro-2-methyl-phenyl)-4,5-dimethyl-5-(trifluoromethyl)tetrahydrofuran-2-carbonyl]amino]pyridine-2-carboxamide